ClC=1N=C(NC1[C@H]1[C@H](CN(CC1)S(=O)(=O)C=CC(=O)NC(CO)(C)C)C)C1=NC=C(C=C1)F 3-[[(3R,4R)-4-[4-Chloro-2-(5-fluoro-2-pyridyl)-1H-imidazol-5-yl]-3-methyl-1-piperidyl]sulfonyl]-N-(2-hydroxy-1,1-dimethyl-ethyl)propenamide